Heptadecan-9-yl (6-((2-hydroxyethyl)(6-(((nonyloxy)carbonyl)oxy)hexyl)amino)hexyl) Carbonate C(OC(CCCCCCCC)CCCCCCCC)(OCCCCCCN(CCCCCCOC(=O)OCCCCCCCCC)CCO)=O